CC1(CC(C1=O)(C)C)C tetramethyl-cyclobutanone